3-(4-(1-(2-hydroxyethyl)-1H-pyrazol-4-yl)-1-(4-(trifluoromethoxy)phenyl)-1H-pyrazolo[3,4-b]pyridin-3-yl)azetidine-1-carboxylic acid tert-butyl ester C(C)(C)(C)OC(=O)N1CC(C1)C1=NN(C2=NC=CC(=C21)C=2C=NN(C2)CCO)C2=CC=C(C=C2)OC(F)(F)F